NC1=NC=C(C2=C1C(=C(S2)C2=C(C=C(C=C2)NC(C(=C)C)=O)C)C2=C(C(=C(C=C2)OC2=NC=CC(=N2)C)F)F)C=2C=NN(C2)C N-(4-(4-amino-3-(2,3-difluoro-4-((4-methylpyrimidin-2-yl)oxy)phenyl)-7-(1-methyl-1H-pyrazol-4-yl)thieno[3,2-c]pyridin-2-yl)-3-methylphenyl)methacrylamide